NC1=CC=C(C=C1)N1C(C2=CC=CC(=C2CC1)S(=O)(=O)C=1C=C2C(=C(C=NC2=C(C1)C)C(=O)N)NC1=CC(=CC=C1)OC)=O 6-((2-(4-aminophenyl)-1-oxo-1,2,3,4-tetrahydroisoquinolin-5-yl)sulfonyl)-4-((3-methoxyphenyl)amino)-8-methylquinoline-3-carboxamide